C(N)(=O)C=1C(=NC(=C(N1)CC)N(C)C(C)C)NC=1C=C(OCCCNC([C@H](C)N(C(OC(C)(C)C)=O)C)=O)C=CC1 tert-butyl (S)-(1-((3-(3-((3-carbamoyl-5-ethyl-6-(isopropyl(methyl)amino)pyrazin-2-yl)amino) phenoxy)propyl) amino)-1-oxopropan-2-yl)(methyl)carbamate